N-((4-Bromo-1H-pyrazolo[3,4-c]pyridin-7-yl)methyl)boranamine BrC1=C2C(=C(N=C1)CNB)NN=C2